FC1=C(C=CC=C1)C1(CC=C(C2=CC=CC=C12)C=O)OC (4-(fluorophenyl))(4-methoxynaphthalen-1-yl)methanone